OC1(CN(C1)C(=O)C1=CC=C(C=C1)C1=CC=CN2C1=NC(=CC2=O)C(F)(F)F)C 9-(4-((3-hydroxy-3-methylazetidin-1-yl)carbonyl)phenyl)-2-(trifluoromethyl)-4H-pyrido[1,2-a]pyrimidin-4-one